3-((2-aminoethyl)(2-oxo-2-phenyl-1λ2-ethyl)amino)propanoic acid NCCN(CCC(=O)O)[C]C(C1=CC=CC=C1)=O